C1C2N(CS1)CNC2C(=O)O tetrahydroimidazo[1,5-c]thiazole-7-carboxylic acid